Sodium 5-(pyridin-4-yl)benzo[h]isoquinoline N1=CC=C(C=C1)C1=C2C=CN=CC2=C2C(=C1)C=CC=C2.[Na]